S(=O)(=O)([O-])[O-].[Mg+2].[Ca+2].S(=O)(=O)([O-])[O-] calcium-magnesium sulfate